OC1=CC(=C(C=O)C=C1)C p-hydroxy-methylbenzaldehyde